N-(5-chloro-4-(5,5-dimethyl-5,6-dihydro-4H-pyrrolo[1,2-b]pyrazol-3-yl)pyridin-2-yl)-1-((2-(2,6-dioxopiperidin-3-yl)-4-fluoro-1-oxoisoindolin-5-yl)methyl)piperidine-4-carboxamide ClC=1C(=CC(=NC1)NC(=O)C1CCN(CC1)CC=1C(=C2CN(C(C2=CC1)=O)C1C(NC(CC1)=O)=O)F)C1=C2N(N=C1)CC(C2)(C)C